FC1=C(C=C(C=C1)NC(N(C)[C@@H]1COCC=2NC(C=3C=C(C=CC3C21)F)=O)=O)C (S)-3-(4-fluoro-3-methylphenyl)-1-(8-fluoro-6-oxo-1,4,5,6-tetrahydro-2H-pyrano[3,4-c]isoquinolin-1-yl)-1-methylurea